trans-rac-ethyl 3-(3,5-bis(trifluoromethyl)phenyl)-2,2-dichlorocyclopropane-1-carboxylate FC(C=1C=C(C=C(C1)C(F)(F)F)[C@@H]1C([C@H]1C(=O)OCC)(Cl)Cl)(F)F |r|